4-(3-(3-Chlorophenyl)-1H-pyrrolo[3,2-c]pyridin-4-yl)morpholine ClC=1C=C(C=CC1)C1=CNC2=C1C(=NC=C2)N2CCOCC2